(1R,4R,7R)-2-{2-[1-(cyclopropylmethyl)-1H-indol-2-yl]-7-methoxy-1-{[1-(pyridine-4-carbonyl)azetidin-3-yl]methyl}-1H-1,3-benzodiazole-5-carbonyl}-2-azabicyclo[2.2.1]heptan-7-amine C1(CC1)CN1C(=CC2=CC=CC=C12)C1=NC2=C(N1CC1CN(C1)C(=O)C1=CC=NC=C1)C(=CC(=C2)C(=O)N2[C@@H]1CC[C@H](C2)[C@H]1N)OC